FC=1C=C2C=C(C(=NC2=CC1)C1=CC=C(C=C1)CN1CCOCC1)C(C)=O 1-(6-fluoro-2-(4-morpholinomethylphenyl)quinolin-3-yl)ethanone